1-(2-butyl)-3-ethylcarbodiimide CC(CC)N=C=NCC